(2S,4R)-1-[(2S)-2-(4-cyclopropyltriazol-1-yl)-3,3-dimethyl-butanoyl]-N-[[1-(difluoromethyl)imidazol-2-yl]methyl]-4-hydroxy-pyrrolidine-2-carboxamide C1(CC1)C=1N=NN(C1)[C@H](C(=O)N1[C@@H](C[C@H](C1)O)C(=O)NCC=1N(C=CN1)C(F)F)C(C)(C)C